ClC1=C(C=CC(=C1)Cl)\C=1\CCCC2=C(/C1/C1=CC=C(C=C1)NC1CN(C1)CC=CC(=O)N(C)C)C=CC(=C2)C(=O)O (E)-8-(2,4-dichlorophenyl)-9-(4-((1-(4-(dimethylamino)-4-oxobut-2-en-1-yl)azetidin-3-yl)amino)phenyl)-6,7-dihydro-5H-benzo[7]annulene-3-carboxylic acid